[Na].CC=1C=CC(=C2C(=CC(=NC12)C=1SC2=C(C1C)C=CC=C2)C(=O)O)O[C@@H](C)C2=CC=C(C=C2)C 8-methyl-2-(3-methyl-1-benzothien-2-yl)-5-[(1S)-1-(4-methylphenyl)ethoxy]Quinoline-4-carboxylic acid sodium